1,3-diphenyl-1,3-propanediol benzoate benzenesulfonate C1(=CC=CC=C1)S(=O)(=O)OC(CC(OC(C1=CC=CC=C1)=O)C1=CC=CC=C1)C1=CC=CC=C1